tert-Butyl (3-cyano-7-fluoro-4-(5-fluoro-3-((7S,8aS)-7-fluorohexahydropyrrolo[1,2-a]pyrazin-2(1H)-yl)-7,9-dihydrofuro[3,4-f]quinazolin-6-yl)thieno[3,2-c]pyridin-2-yl)carbamate C(#N)C1=C(SC2=C1C(=NC=C2F)C=2C1=C(C=3C=NC(=NC3C2F)N2C[C@H]3N(CC2)C[C@H](C3)F)COC1)NC(OC(C)(C)C)=O